2-(4-Methylphenyl)-1-(2-phenylethynyl)-1H-benzimidazole CC1=CC=C(C=C1)C1=NC2=C(N1C#CC1=CC=CC=C1)C=CC=C2